(3R)-3-[(cyclopropylamino)methyl]-1-[4-(3-fluorophenoxy)-6-(trifluoromethyl)pyrimidin-2-yl]pyrrolidin-3-ol C1(CC1)NC[C@]1(CN(CC1)C1=NC(=CC(=N1)OC1=CC(=CC=C1)F)C(F)(F)F)O